COC=1C=C(C=C(C1)OC)C(=O)N1CC=2C(CC1)=C(N(N2)C)C2=CC=CC=C2 (3,5-dimethoxyphenyl)-(2-methyl-3-phenyl-5,7-dihydro-4H-pyrazolo[3,4-c]pyridin-6-yl)methanone